4-[(2-chloro-6-fluorobenzyl)oxy]benzyl malonate C(CC(=O)[O-])(=O)OCC1=CC=C(C=C1)OCC1=C(C=CC=C1F)Cl